1-(±)-Allyl 2-[4-[3-[tert-butylsulfinyl(2-trimethylsilylethoxymethyl)amino]oxetan-3-yl]phenyl]-3-methyl-butanoate C(C)(C)(C)S(=O)N(C1(COC1)C1=CC=C(C=C1)C(C(=O)OCC=C)C(C)C)COCC[Si](C)(C)C